2,3-di-4-pyridinyl-2,3-butanediol N1=CC=C(C=C1)C(C)(C(C)(O)C1=CC=NC=C1)O